(S)-3-Fluoro-pyrrolidine-1-carboxylic acid [4-methoxy-7-(1-methyl-1H-pyrazol-4-yl)-thiazolo[4,5-c]pyridin-2-yl]-amide COC1=NC=C(C2=C1N=C(S2)NC(=O)N2C[C@H](CC2)F)C=2C=NN(C2)C